6-(1-(4-(benzyloxy)-3-methyltetrahydrofuran-3-yl)piperidin-4-yl)-5-chloro-1H-indazole C(C1=CC=CC=C1)OC1C(COC1)(C)N1CCC(CC1)C1=C(C=C2C=NNC2=C1)Cl